OC=1C=NC(=NC1)N1CCC(CC1)NC(OC(C)(C)C)=O tert-Butyl (1-(5-hydroxypyrimidin-2-yl)piperidin-4-yl)carbamate